N-methyltaurine sodium salt [Na+].CNCCS(=O)(=O)[O-]